C(#N)C=1CN(C(=CC1)C(=O)OC)C(=O)OC Dimethyl 3-cyanopyridine-1,6-dicarboxylate